C1(CC1)OC=1C=C(C=C2C=CC=NC12)C(=O)NC[C@](C(F)(F)F)(O)C=1C=C2C(=C(N1)C1=CC=C(C=C1)F)OC[C@@]2(C2=NNC=C2)C 8-cyclopropoxy-N-((S)-3,3,3-trifluoro-2-((S)-7-(4-fluorophenyl)-3-methyl-3-(1H-pyrazol-3-yl)-2,3-dihydrofuro[2,3-c]pyridin-5-yl)-2-hydroxypropyl)quinoline-6-carboxamide